5a-(4-bromophenyl)-3-chloro-7-((3,3-dimethylmorpholino)methyl)-6-phenyl-5a,6,7,8-tetrahydro-8aH-cyclopenta[4,5]furo[3,2-b]pyridine-8,8a-diol BrC1=CC=C(C=C1)C12C(C3=NC=C(C=C3O1)Cl)(C(C(C2C2=CC=CC=C2)CN2C(COCC2)(C)C)O)O